C1(=C(C=CC=C1)C1=C(C2=C(SC3=C2C=CC=C3)C=C1)C1=NN=NC(=C1C1=CC=CC=3SC2=C(C31)C=CC=C2)C2=CC=CC=C2)C=2C(=CC=CC2)C2=CC=CC=C2 (terphenylyl)[(phenyl)(Dibenzothiophenyl)triazinyl]dibenzothiophene